FC(C(C1=NC=C(C(=C1)C=1N=C(C=2N(C1)C=C(N2)C)OC)OC)N(C(=O)N[C@H](C(F)(F)F)CCC(F)(F)F)CC)F 1-(2,2-difluoro-1-(5-methoxy-4-(8-methoxy-2-methylimidazo[1,2-a]pyrazin-6-yl)pyridin-2-yl)ethyl)-1-ethyl-3-((S)-1,1,1,5,5,5-hexafluoropentan-2-yl)urea